4-methyl-3-(o-tolyl)-1H-pyrazol-5-amine CC=1C(=NNC1N)C1=C(C=CC=C1)C